BrC=1C(=NN(C1C)C)CO[Si](C)(C)C(C)(C)C 4-bromo-3-(((tert-butyldimethylsilyl)oxy)methyl)-1,5-dimethyl-1H-pyrazole